C1=CC(=CC=2OC3=CC=CC=C3SC12)C(=O)NCC(=O)N1CC2(C[C@H]1C(=O)O)CCCC2 (S)-2-((phenoxathiine-3-carbonyl)glycyl)-2-azaspiro[4.4]nonane-3-carboxylic acid